4-allyloxy-4'-cyanoterphenyl C(C=C)OC1=CC=C(C=C1)C=1C(=CC(=CC1)C#N)C1=CC=CC=C1